N-tert.-Butyl-4-[[2-(p-tolyl)acetyl]amino]pyridin C(C)(C)(C)N1CC=C(C=C1)NC(CC1=CC=C(C=C1)C)=O